N-{[(2R)-1,4-dioxan-2-yl]methyl}-2-[(1-methylpiperidin-4-yl)methyl]-8-(trifluoromethyl)-4,5-dihydro-2H-furo[2,3-g]indazole-7-carboxamide O1[C@@H](COCC1)CNC(=O)C1=C(C2=C(CCC3=CN(N=C23)CC2CCN(CC2)C)O1)C(F)(F)F